(4S)-4-(tert-butylsulfinylamino)-2-chloro-4,6-dihydrospiro[cyclopenta[d]thiazole-5,4'-piperidine]-1'-carboxylic acid tert-butyl ester C(C)(C)(C)OC(=O)N1CCC2(CC1)CC1=C(N=C(S1)Cl)[C@H]2NS(=O)C(C)(C)C